2-Amino-3-(4-methoxy-3-(methylcarbamoyl)phenyl)propanoic acid NC(C(=O)O)CC1=CC(=C(C=C1)OC)C(NC)=O